Kalium Selenit ethyl-4-(diethoxyphosphoryl)-2-butenoate C(C)OC(C=CCP(=O)(OCC)OCC)=O.[Se](=O)([O-])[O-].[K+].[K+]